N-[3-[2-(difluoromethoxy)-5-isopropylsulfanyl-phenyl]-1-[2-[4-(6-oxa-3-azabicyclo[3.1.1]heptan-3-yl)-1-piperidyl]-2-oxo-ethyl]pyrazol-4-yl]pyrazolo[1,5-a]pyrimidine-3-carboxamide FC(OC1=C(C=C(C=C1)SC(C)C)C1=NN(C=C1NC(=O)C=1C=NN2C1N=CC=C2)CC(=O)N2CCC(CC2)N2CC1OC(C2)C1)F